methyl 1-(bis(4-fluorophenyl) methyl)-4-(6-cyano-1-methyl-2-oxo-1,2-dihydro-1,5-naphthyridin-4-yl)piperazine-2-carboxylate FC1=CC=C(C=C1)C(N1C(CN(CC1)C1=CC(N(C2=CC=C(N=C12)C#N)C)=O)C(=O)OC)C1=CC=C(C=C1)F